ClC(C(=O)C=1NC=C(C1)I)(Cl)Cl 2,2,2-trichloro-1-(4-iodo-1H-pyrrol-2-yl)ethanone